N-[(2S,3R)-2-{[3-(4,6-dimethylpyridin-2-yl)phenyl]methyl}-4,4-difluoro-1-(2-methylpropanoyl)pyrrolidin-3-yl]ethanesulfonamide CC1=CC(=NC(=C1)C)C=1C=C(C=CC1)C[C@@H]1N(CC([C@@H]1NS(=O)(=O)CC)(F)F)C(C(C)C)=O